calcium hypophosphite salt [PH2](=O)[O-].[Ca+2].[PH2](=O)[O-]